N(=[N+]=[N-])C1CCC(CC1)C(=O)N1CCC(CC1)C(=O)NC1=CC=C(C=C1)N1C(NC(CC1)=O)=O 1-(4-azidocyclohexanecarbonyl)-N-[4-(2,4-dioxohexahydropyrimidin-1-yl)phenyl]piperidine-4-carboxamide